C1C=CC=C2CC=CC=C12 1,5-dihydro-naphthalene